N1(CCCCC1)[Si](C=C)(C)C piperidinyl-dimethyl-vinyl-silane